6-bromo-2,2-diethylbenzofuran-3(2H)-one BrC1=CC2=C(C(C(O2)(CC)CC)=O)C=C1